2-(4-methoxyphenyl)-2-(((1-methyl-1H-pyrazol-3-yl)acetyl)amino)-N-(4-(trimethylsilyl)phenyl)acetamide COC1=CC=C(C=C1)C(C(=O)NC1=CC=C(C=C1)[Si](C)(C)C)NC(CC1=NN(C=C1)C)=O